[6-(7-methoxy-imidazo[1,2-a]pyridin-3-yl)-pyrimidin-4-yl]-[4-(1-methyl-1H-[1,2,3]triazol-4-yl)-benzyl]-amine COC1=CC=2N(C=C1)C(=CN2)C2=CC(=NC=N2)NCC2=CC=C(C=C2)C=2N=NN(C2)C